2,5-bis(mercaptomethyl)-4,7,10,13-tetraoxo-3,6,9,12-tetraazahexadecanedioic acid SCC(C(=O)O)NC(C(NC(CNC(CNC(CCC(=O)O)=O)=O)=O)CS)=O